4,4,4-trifluoro-3-hydroxy-2,2-dimethylbutanoic acid FC(C(C(C(=O)O)(C)C)O)(F)F